N-(2-{1-[2-(2,3-dihydro-1H-inden-5-ylsulfanyl)acetyl]piperidin-4-ylidene}ethyl)-4-hydroxy-1,2,5-thiadiazole-3-carboxamide C1CCC2=CC(=CC=C12)SCC(=O)N1CCC(CC1)=CCNC(=O)C1=NSN=C1O